ClC=1C(=C2C=NNC2=C(C1F)N(C(OCC1=CC=CC=C1)=O)C(C)C#N)C1=CC=2N(C=C1)N=C(C2)NC(=O)[C@H]2[C@H](C2)F benzyl (5-chloro-6-fluoro-4-(2-((1S,2S)-2-fluorocyclopropane-1-carboxamido)pyrazolo[1,5-a]pyridin-5-yl)-1H-indazol-7-yl)(1-cyanoethyl)carbamate